2-(2,5-Difluorophenyl)-1-((1S,3R)-3-(hydroxymethyl)-1-methyl-5-(1H-pyrazol-4-yl)-3,4-dihydroisochinolin-2(1H)-yl)ethan-1-on FC1=C(C=C(C=C1)F)CC(=O)N1[C@H](C2=CC=CC(=C2C[C@@H]1CO)C=1C=NNC1)C